N[C@@H](CC(=O)O)CC(=O)CNC(CC(C)N)=O beta-aminobutyric acid (beta-glutamylmethylamide)